2-(2-(2,3-dihydrobenzofuran-5-yl)-5-ethyl-7-oxo-6-(piperazin-1-yl)-[1,2,4]triazolo[1,5-a]pyrimidin-4(7H)-yl)-N-(6-methylbenzo[b]thiophen-5-yl)acetamide O1CCC2=C1C=CC(=C2)C2=NN1C(N(C(=C(C1=O)N1CCNCC1)CC)CC(=O)NC1=CC3=C(SC=C3)C=C1C)=N2